C(C)(C)(C)OC(=O)N1CC(C1)N1C=CC=2C1=NC=C(C2)C(=O)O 1-[1-(tert-butoxycarbonyl)azetidin-3-yl]pyrrolo[2,3-b]pyridine-5-carboxylic acid